tert-butyl (2-(isoquinolin-5-yl)ethyl)carbamate C1=NC=CC2=C(C=CC=C12)CCNC(OC(C)(C)C)=O